(2R)-N-((S)-(3-chloro-4-(trifluoromethoxy)phenyl)(5-chloro-6-(trifluoro-methyl)pyridin-3-yl)methyl)-2-methyl-3-oxopiperazine-1-carboxamide ClC=1C=C(C=CC1OC(F)(F)F)[C@H](NC(=O)N1[C@@H](C(NCC1)=O)C)C=1C=NC(=C(C1)Cl)C(F)(F)F